COC1=C(C2=C(N(C(N2C)=O)C2C(NC(CC2)=O)=O)C=C1)N1CCNCC1 3-(5-Methoxy-3-methyl-2-oxo-4-piperazin-1-yl-benzimidazol-1-yl)piperidine-2,6-dione